3-(3,5-di(tert-butyl)phenyl)-5-methyl-pyrazol-4-ol C(C)(C)(C)C=1C=C(C=C(C1)C(C)(C)C)C1=NNC(=C1O)C